Methyl 6-chloro-3-[1-[2-(7-chloro-2-methyl-indazol-5-yl)-4-oxo-6-(trifluoromethyl)chromen-8-yl]ethylamino]pyridine-2-carboxylate ClC1=CC=C(C(=N1)C(=O)OC)NC(C)C=1C=C(C=C2C(C=C(OC12)C1=CC2=CN(N=C2C(=C1)Cl)C)=O)C(F)(F)F